3-[3-(2,6-Dimethyl-4-pyridyl)-5-[(2-hydroxy-2-methyl-propyl)amino]pyrazolo[1,5-a]pyrimidin-2-yl]benzonitrile CC1=NC(=CC(=C1)C=1C(=NN2C1N=C(C=C2)NCC(C)(C)O)C=2C=C(C#N)C=CC2)C